CC1=C(N=C(N1)C)C(=O)N dimethyl-1H-imidazole-4-carboxamide